NC1=NC=2C=C(C=CC2C2=C1N=C(N2CC(CO)(CO)C)CCCC)CCCN2CCN(CC2)CCCCCCCCCCCCCCCCCC 2-((4-amino-2-butyl-7-(3-(4-octadecylpiperazin-1-yl)propyl)-1H-imidazo[4,5-c]quinolin-1-yl)methyl)-2-methylpropane-1,3-diol